2-(3-((4-(ethyl-(methyl)amino)pyrimidin-2-yl)oxy)pyrrolidin-1-yl)acetamide C(C)N(C1=NC(=NC=C1)OC1CN(CC1)CC(=O)N)C